5,6,7,8-tetrahydro-4H-pyrazolo[1,5-a][1,4]diazepine N1=CC=C2N1CCCNC2